pentalene-4-carboxylic acid (2-hydroxy-1-tetrahydro-pyran-4-yl-ethyl)-amide OCC(C1CCOCC1)NC(=O)C=1C2=CC=CC2=CC1